CC1=CC(OC2=CC(=CC=C12)O[C@@H]1O[C@H]([C@H]([C@H]([C@@H]1O)O)O)C)=O 4-methyl-7-(((2S,3S,4R,5S,6S)-3,4,5-trihydroxy-6-methyltetrahydro-2H-pyran-2-yl)oxy)-2H-chromen-2-one